8-(4,6-Bis(trifluoromethyl)pyridin-3-yl)-9-(4-((1-(3-fluoropropyl)azetidin-3-yl)methyl)phenyl)-6,7-dihydro-5H-benzo[7]annulen FC(C1=C(C=NC(=C1)C(F)(F)F)C=1CCCC2=C(C1C1=CC=C(C=C1)CC1CN(C1)CCCF)C=CC=C2)(F)F